2-(4,6-bis(2,4-dimethylphenyl)-1,3,5-triazin-2-yl)-5-(octyloxy)phenol CC1=C(C=CC(=C1)C)C1=NC(=NC(=N1)C1=C(C=C(C=C1)C)C)C1=C(C=C(C=C1)OCCCCCCCC)O